OC([13C]#N)C 2-hydroxypropionitrile-1-13C